Azacyclononadec-10-yn-2-one N1C(CCCCCCCC#CCCCCCCCC1)=O